C(#C)[Si](C1=CSC=C1)(C1=CSC=C1)C1=CSC=C1 ethynyl-tri(3-thienyl)silane